1-[2-(1H-Benzotriazol-4-yl)-6-[5-[(6-methylpyridazin-3-yl)amino]benzimidazol-1-yl]-3-pyridyl]ethanol N1N=NC2=C1C=CC=C2C2=NC(=CC=C2C(C)O)N2C=NC1=C2C=CC(=C1)NC=1N=NC(=CC1)C